tri(allyl)amine C(C=C)N(CC=C)CC=C